FC1=CC=C(C=C1)CN1C(C(=CC2=CC(=CN=C12)C1COC1)C(=O)N[C@H](C)C1=CC=C(C=C1)F)=O (R)-1-(4-fluorophenylmethyl)-N-(1-(4-fluorophenyl)ethyl)-6-(oxetan-3-yl)-2-oxo-1,2-dihydro-1,8-naphthyridine-3-carboxamide